F[C@H]1CN(CC[C@H]1NC1=C2C=C(N(C2=CC=C1)CC(F)(F)F)C1=NOC(=N1)CNC(=O)[C@H]1[C@@H](C1)CNCCC)C (1R,2R)-N-{[3-(4-{[(3S,4R)-3-fluoro-1-methylpiperidin-4-yl]amino}-1-(2,2,2-trifluoroethyl)-1H-indol-2-yl)-1,2,4-oxadiazol-5-yl]methyl}-2-[(propylamino)methyl]cyclopropane-1-carboxamide